P(O)(N)OC[C@@H]1[C@H]([C@H]([C@@H](O1)C1=CN(C(=O)NC1=O)C)O)O 1-methyl-pseudouridine-phosphoramidite